tert-butyl N-[(2S)-4-carbamoyl-1-[2-chloro-3-(4-hydroxybut-1-yn-1-yl)phenoxy]butan-2-yl]carbamate C(N)(=O)CC[C@@H](COC1=C(C(=CC=C1)C#CCCO)Cl)NC(OC(C)(C)C)=O